N-(6-(5-cyano-2-methylphenyl)imidazo[1,2-a]pyridin-2-yl)-2-fluorocyclopropane-1-carboxamide C(#N)C=1C=CC(=C(C1)C=1C=CC=2N(C1)C=C(N2)NC(=O)C2C(C2)F)C